C[N+]1=CN(C=C1)I 3-methylimidazol-3-ium-1-yl iodide